CC1(NC2=CC=CC=C2C(=C1)C)C 2,2,4-trimethyl-1,2-dihydrochinoline